C(C)(C)(C)[Si](OCCN(C(C#CC1=CC(=C(C=C1)C1=CC=CC=C1)C(F)(F)F)=O)CCCNS(=O)(=O)C)(C)C N-(2-{[tert-butyldi(methyl)silyl]oxy}ethyl)-N-{3-[(methanesulfonyl)amino]propyl}-3-[2-(trifluoromethyl)[1,1'-biphenyl]-4-yl]prop-2-ynamide